vinylphenyl-dichlorosilane C(=C)[Si](Cl)(Cl)C1=CC=CC=C1